6-[3-[3-[[2-Fluoro-4-(trifluoromethyl)phenyl]methoxy]azetidin-1-yl]-3-oxo-propyl]-1H-pyridin-2-one FC1=C(C=CC(=C1)C(F)(F)F)COC1CN(C1)C(CCC1=CC=CC(N1)=O)=O